tert-butyl (2R)-2-{[(4-{3-iodo-4-oxo-1H,5H,6H,7H-pyrrolo[3,2-c]pyridin-2-yl}pyridin-3-yl)oxy]methyl}pyrrolidine-1-carboxylate IC1=C(NC2=C1C(NCC2)=O)C2=C(C=NC=C2)OC[C@@H]2N(CCC2)C(=O)OC(C)(C)C